4-amino-7-fluoro-N,1,3-trimethyl-N-((3S)-6-(pentafluoro-lambda~6~-sulfanyl)-2,3-dihydro-1-benzofuran-3-yl)-1H-pyrazolo[4,3-c]quinoline-8-carboxamide NC1=NC=2C=C(C(=CC2C2=C1C(=NN2C)C)C(=O)N([C@@H]2COC1=C2C=CC(=C1)S(F)(F)(F)(F)F)C)F